N-OCTYL-D-GLUCOSAMINE CCCCCCCCN[C@@H](C=O)[C@H]([C@@H]([C@@H](CO)O)O)O